5-(3-((6-((1-acryloylpiperidin-4-yl)oxy)-7-methoxyquinazolin-4-yl)amino)-4-methoxyphenyl)furan-2-carbonitrile C(C=C)(=O)N1CCC(CC1)OC=1C=C2C(=NC=NC2=CC1OC)NC=1C=C(C=CC1OC)C1=CC=C(O1)C#N